(pyrrolidin-3-yl)-1H-indole N1CC(CC1)N1C=CC2=CC=CC=C12